phosphorazine P1=NC=CC=C1